(P)-3-bromo-4-((5-fluoropyridin-2-yl)methoxy)-6''-(2-hydroxypropan-2-yl)-5',6-dimethyl-2H-[1,4':2',2''-terpyridin]-2-one BrC=1C(N(C(=CC1OCC1=NC=C(C=C1)F)C)C1=CC(=NC=C1C)C1=NC(=CC=C1)C(C)(C)O)=O